(4-nitrophenyl)4-[[(3R,4R)-1-(2-cyanoacetyl)-4-methyl-3-piperidyl]-methyl-amino]pyrrolo[2,3-d]pyrimidine [N+](=O)([O-])C1=CC=C(C=C1)C1=NC(=C2C(N1)=NC=C2)N(C)[C@H]2CN(CC[C@H]2C)C(CC#N)=O